3-(4-((6-fluoropyridin-2-yl)oxy)isoxazol-5-yl)pyridin-2-amine FC1=CC=CC(=N1)OC=1C=NOC1C=1C(=NC=CC1)N